(3,3-Difluoroazetidin-1-yl)-[(4R)-4-phenyl-5,6-dihydro-4H-pyrrolo[1,2-b]pyrazol-2-yl]methanone FC1(CN(C1)C(=O)C=1C=C2N(N1)CC[C@@H]2C2=CC=CC=C2)F